(2-bromothiazol-4-yl)-morpholino-methanone BrC=1SC=C(N1)C(=O)N1CCOCC1